ClC1=CC=C(C=C1)C=1N=C2N(C=CC=C2)C1C=O [2-(4-Chlorophenyl)imidazo[1,2-a]pyridin-3-yl]methanone